hydroxymethyl-1-[4-chloro-2-(2-(2-fluorophenyl)-1,3-dithiolan-2-yl)phenyl]-2-methyl-1H-imidazole OCC=1N=C(N(C1)C1=C(C=C(C=C1)Cl)C1(SCCS1)C1=C(C=CC=C1)F)C